2-(7-(3-(oxiran-2-ylmethoxy)phenyl)heptyl)-3-((3-propyloxiran-2-yl)methyl)oxirane O1C(C1)COC=1C=C(C=CC1)CCCCCCCC1OC1CC1OC1CCC